C(#C)C1=NC2=CC(=C(C=C2N=C1)C1=C(C2=C(N=CN=C2N)N1C)C1=CC(=C(C=C1)OC1=NC=CC(=N1)C)F)C 6-(2-ethynyl-7-methylquinoxalin-6-yl)-5-(3-fluoro-4-((4-methylpyrimidin-2-yl)oxy)phenyl)-7-methyl-7H-pyrrolo[2,3-d]pyrimidin-4-amine